5-bromo-4-methyl-pyrimidine BrC=1C(=NC=NC1)C